N-(3-(((2-amino-5-chloropyridin-3-yl)oxy)methyl)phenyl)-3-methyl-benzamide NC1=NC=C(C=C1OCC=1C=C(C=CC1)NC(C1=CC(=CC=C1)C)=O)Cl